1,3-bis((di-tert-butylphosphino)methyl)-1H-benzo[d]imidazol-3-ium hexafluorophosphate F[P-](F)(F)(F)(F)F.C(C)(C)(C)P(C(C)(C)C)CN1C=[N+](C2=C1C=CC=C2)CP(C(C)(C)C)C(C)(C)C